FC=1C=C(C=CC1)C#CC=1C=C2CCC(C2=CC1)N1[C@@H](CCCC1)C(=O)O (2S)-1-(5-((3-fluoro-phenyl)ethynyl)-2,3-dihydro-1H-inden-1-yl)piperidine-2-carboxylic acid